C(C)(C)(C)OC(NCCCOC1=NC=CC(=C1C1=CC(=NN1)N)OC)=O (3-{[3-(3-amino-1H-pyrazol-5-yl)-4-methoxypyridin-2-yl]oxy}propyl)carbamic acid tert-butyl ester